2,4,6-tri-(4-aminophenyl)-1,3,5-triazine NC1=CC=C(C=C1)C1=NC(=NC(=N1)C1=CC=C(C=C1)N)C1=CC=C(C=C1)N